B(N=C=O)(N=C=O)N=C=O orthoboric acid, isocyanate